C1(CCCCC1)CN1C(=NOC1=O)CC=1C(=NC=CC1)C 4-(cyclohexylmethyl)-3-[(2-methylpyridin-3-yl)methyl]-4,5-dihydro-1,2,4-oxadiazol-5-one